C(C1=CC=CC=C1)N([C@@H](CC(=O)OCC)C=1C=C(C=CC1)B(O)O)[C@H](C)C1=CC=CC=C1 3-((S)-1-(benzyl-((R)-1-phenylethyl)amino)-3-ethoxy-3-oxopropyl)phenylboronic acid